C(C)(C)NC1=CC=C(C=C1)C1NC2=CC=CC=C2CC1C(=O)N 2-(4-(isopropylamino)phenyl)-1,2,3,4-tetrahydroquinoline-3-carboxamide